{2-[4-amino-7-(1H-pyrazol-1-yl)-2H-pyrazolo[3,4-c]quinolin-2-yl]ethyl}benzamide NC1=NC=2C=C(C=CC2C=2C1=NN(C2)CCC2=C(C(=O)N)C=CC=C2)N2N=CC=C2